4-(2-((1R*,2S*,5S*)-2-benzyl-4-methyl-3-azabicyclo[3.1.0]hexan-3-yl)-6-((4-methoxybenzyl)oxy)pyridin-4-yl)morpholine C(C1=CC=CC=C1)[C@H]1[C@@H]2C[C@@H]2C(N1C1=NC(=CC(=C1)N1CCOCC1)OCC1=CC=C(C=C1)OC)C |o1:7,8,10|